ClC=1C(=NC=CC1NC(=O)C=1N(C2=C(CN(CC2)C(=O)OC(C)(C)C)N1)C)C1=C(C(=CC=C1)C=1OC2=C(N1)C=C(C=C2C#N)C=O)C tert-butyl 2-((3-chloro-2-(3-(7-cyano-5-formylbenzo[d]oxazol-2-yl)-2-methylphenyl) pyridin-4-yl) carbamoyl)-1-methyl-1,4,6,7-tetrahydro-5H-imidazo[4,5-c]pyridine-5-carboxylate